NC=1C=C(C=C(C1)N)OB(O)O 3,5-diaminophenylboric acid